COC([C@H](NC([C@@H](N)CC(=O)O)=O)C)=O L-Aspartyl-D-alanine methyl ester